(Z)-N-[α-(cyclopropylmethoxyimino)-2,3-difluoro-6-(difluoromethoxy)benzyl]-2-phenylacetamide C1(CC1)CO\N=C(\C1=C(C(=CC=C1OC(F)F)F)F)/NC(CC1=CC=CC=C1)=O